4-[4-(2,2-dimethyl-2,3-dihydro-benzofuran-4-yl)-2-fluoro-phenoxy]-butyric acid CC1(OC2=C(C1)C(=CC=C2)C2=CC(=C(OCCCC(=O)O)C=C2)F)C